7-(1H-pyrrolo[2,3-b]pyridin-5-yl)-1-(2-(tetrahydro-2H-pyran-4-yl)ethyl)-3,4-dihydropyrazino[2,3-b]pyrazin-2(1H)-one N1C=CC=2C1=NC=C(C2)C2=CN=C1C(=N2)N(C(CN1)=O)CCC1CCOCC1